tert-butyl (E)-but-2-enoate C(\C=C\C)(=O)OC(C)(C)C